(6-((1-(4-((1R,2S)-6-hydroxy-2-phenyl-1,2,3,4-tetrahydronaphthalen-1-yl)phenyl)piperidin-4-yl)methyl)-1-oxo-3,5,6,7-tetrahydropyrrolo[3,4-f]isoindol-2(1H)-yl)piperidine-2,6-dione OC=1C=C2CC[C@@H]([C@@H](C2=CC1)C1=CC=C(C=C1)N1CCC(CC1)CN1CC=2C=C3C(=CC2C1)C(N(C3)N3C(CCCC3=O)=O)=O)C3=CC=CC=C3